SCC(=O)OCCCCOC(CS)=O butylene glycol bis(mercaptoacetate)